N-(3-((S)-3-(dimethylamino)pyrrolidin-1-yl)phenyl)-4-((S)-3-phenylisoxazolidin-2-yl)-7H-pyrrolo[2,3-d]pyrimidin-2-amine CN([C@@H]1CN(CC1)C=1C=C(C=CC1)NC=1N=C(C2=C(N1)NC=C2)N2OCC[C@H]2C2=CC=CC=C2)C